1-phenylcyclopropylamine C1(=CC=CC=C1)C1(CC1)N